C(C)(CC)NC1=CC(=NC=C1I)Cl N-(sec-butyl)-2-chloro-5-iodopyridin-4-amine